C(C)(C)(C)OC(=O)N1CC2(C1)CC(=C(CC2)C2=CC=C(C=C2)Cl)CO 7-(4-chlorophenyl)-6-(hydroxymethyl)-2-azaspiro[3.5]non-6-ene-2-carboxylic acid tert-butyl ester